1,4,8,11-tetraazahexadecane NCCNCCCNCCNCCCCC